3,3-dimethyl-Benzophenone CC1(CC(C(=O)C2=CC=CC=C2)=CC=C1)C